N=1C=CN2C1C=C(C=C2)COC2CC1(C2)CNCC1 2-(imidazo[1,2-a]pyridin-7-ylmethoxy)-6-azaspiro[3.4]octan